2-(2-(cyclopropanesulfonamido)thiazol-4-yl)-2-methyl-N-(4-(6-(trifluoromethyl)pyridin-2-yl)phenyl)propanamide C1(CC1)S(=O)(=O)NC=1SC=C(N1)C(C(=O)NC1=CC=C(C=C1)C1=NC(=CC=C1)C(F)(F)F)(C)C